N(N)C1=NC(=NC(=C1)C(F)(F)F)C 4-hydrazineyl-2-methyl-6-(trifluoromethyl)pyrimidine